BrC1=C(C=CC=C1F)C(=S)NNC(=O)OC(C)(C)C tert-Butyl 2-(2-bromo-3-fluorophenylcarbonothioyl)hydrazine-1-carboxylate